(R)-2-(4-(4-(1-(sec-butyl)-1H-pyrazol-4-yl)pyrazolo[1,5-a]pyrazin-6-yl)-1H-pyrazol-1-yl)propane-1,3-diol [C@@H](C)(CC)N1N=CC(=C1)C=1C=2N(C=C(N1)C=1C=NN(C1)C(CO)CO)N=CC2